C1(CC1)C1=C(C(=NO1)C1=C(C=NC=C1Cl)Cl)/C=C/C12COC(CC1)(CC2)C2=CC=C(C=C2)C(C(=O)O)(C)C (E)-2-(4-(4-(2-(5-cyclopropyl-3-(3,5-dichloropyridin-4-yl)isoxazol-4-yl)vinyl)-2-oxabicyclo[2.2.2]oct-1-yl)phenyl)-2-methylpropanoic acid